ClC=1C(=NC(=NC1)NC1CCN(CC1)CC1=C(C=CC=C1)NC1C(NC(CC1)=O)=O)C=1C=NN(C1CC1CC1)C 3-((2-((4-((5-chloro-4-(5-(cyclopropylmethyl)-1-methyl-1H-pyrazol-4-yl)pyrimidin-2-yl)amino)piperidin-1-yl)methyl)phenyl)amino)piperidine-2,6-dione